C(C)OC=1C=C(N)C=CC1N1CCN(CC1)C1CCOCC1 3-ethoxy-4-(4-(tetrahydro-2H-pyran-4-yl)piperazin-1-yl)aniline